1-(4-chlorophenyl)-3-[(3S*,4R*)-4-(3,4-dichlorophenyl)pyrrolidin-3-yl]urea ClC1=CC=C(C=C1)NC(=O)N[C@@H]1CNC[C@H]1C1=CC(=C(C=C1)Cl)Cl |o1:11,15|